2-[3,4-bis(mercaptomethylthio)-6-mercapto-2,5-dithiahexylthio]mercaptomethylthiomethyl-1,3-dithietane SCSC(SCSSCSCC1SCS1)C(SCS)SCS